[5-[4-[6-chloro-4-(trifluoromethyl)-2-pyridyl]piperazin-1-yl]sulfonyl-2-pyridyl]benzamide ClC1=CC(=CC(=N1)N1CCN(CC1)S(=O)(=O)C=1C=CC(=NC1)C1=C(C(=O)N)C=CC=C1)C(F)(F)F